methyl (2S)-2-(2-aza-5-silaspiro[4.4]nonane-3-carbonylamino)-3-[(3S)-2-oxo-3-piperidyl]propanoate C1NC(C[Si]12CCCC2)C(=O)N[C@H](C(=O)OC)C[C@H]2C(NCCC2)=O